chloropyridin-2-ol ClC=1C(=NC=CC1)O